N-(2-oxotetrahydrothiophen-3-yl)prop-2-enamide O=C1SCCC1NC(C=C)=O